5-Bromo-7-cyanobenzo[b]thiophene-2-carboxylic acid BrC1=CC2=C(SC(=C2)C(=O)O)C(=C1)C#N